BrC1=NNC(=C1)CNC1=CN=CS1 N-((3-bromo-1H-pyrazol-5-yl)methyl)thiazol-5-amine